C1=CC=C(C=C1)[C@H](CO)N (R)-(-)-2-phenylglycinol